[Si](C)(C)(C(C)(C)C)OC1CC(C1)N1C=NC(=C1)C(F)(F)F 1-((1r,3r)-3-((tert-butyldimethylsilyl)oxy)cyclobutyl)-4-(trifluoromethyl)-1H-imidazole